C(C)(C)(C)C(=O)C(=O)C=C tert-butyl-acrylketone